3-(3-methyl-4-(3-(piperazin-1-yl)prop-1-yn-1-yl)-1H-indazol-1-yl)piperidine-2,6-dione CC1=NN(C2=CC=CC(=C12)C#CCN1CCNCC1)C1C(NC(CC1)=O)=O